COC=1N=CC=C2C=CC(=NC12)NC1=CC=C(C=C1)CNC1=NC=C(C=N1)C(C(=O)O)C 2-[2-[[4-[(8-methoxy-1,7-naphthyridin-2-yl)amino]phenyl]methylamino]pyrimidin-5-yl]propionic acid